BrC=1C(=NN(C1Cl)C)[C@@H]1[C@H](C(N(C1)C)=O)C(=O)NC1=C(SC=C1)Cl (3S,4R)-4-(4-bromo-5-chloro-1-methyl-pyrazol-3-yl)-N-(2-chloro-3-thienyl)-1-methyl-2-oxo-pyrrolidine-3-carboxamide